N-(2-Chloro-3-{(4S)-2-imino-4-methyl-1-[(2R*,4R*)-2-methyl-tetrahydropyran-4-yl]-6-oxo-hexahydropyrimidin-4-yl}phenyl)-6-(2,2,2-trifluoroethoxy)pyridine-3-carboxamide hydrochloride Cl.ClC1=C(C=CC=C1[C@]1(NC(N(C(C1)=O)[C@H]1C[C@H](OCC1)C)=N)C)NC(=O)C=1C=NC(=CC1)OCC(F)(F)F |o1:15,17|